FC1=CC=C(C=C1)C(CN1CCC(CC1)CN1C(C2=CC=CC=C2C1)=O)=O 2-((1-(2-(4-FLUORoPHENYL)-2-OXOETHYL)PIPERIDIN-4-YL)METHYL)ISOINDOLIN-1-ON